pentanic acid C(CCCC)(=O)O